O1CCC=2C1=CC=CC2C#N 2,3-dihydrobenzofuran-4-carbonitrile